1,2,3-triazolo[4,5-b]indole N1=NN=C2N=C3C=CC=CC3=C21